N-(4-(4-amino-1-ethyl-7-(4(R)-(oxetan-3-ylamino)cyclohex-1-en-1-yl)-1H-pyrazolo[4,3-c]pyridin-3-yl)-2,5-difluorophenyl)-2-chlorobenzenesulfonamide NC1=NC=C(C2=C1C(=NN2CC)C2=CC(=C(C=C2F)NS(=O)(=O)C2=C(C=CC=C2)Cl)F)C2=CC[C@@H](CC2)NC2COC2